ethyl 2-(4-bromophenyl)-4-methyloxazole-5-carboxylate BrC1=CC=C(C=C1)C=1OC(=C(N1)C)C(=O)OCC